ClC=1C=NC(=NC1)CNC(CC1=CC=C(C=C1)N1N=C(C=C1C)C(F)(F)F)=O N-((5-chloropyrimidin-2-yl)methyl)-2-(4-(5-methyl-3-(trifluoromethyl)-1H-pyrazol-1-yl)phenyl)acetamide